2-cyclopropyl-N-(1,1-dimethylsilinan-4-yl)-4H-pyrrolo[2,3-d]thiazole-5-carboxamide C1(CC1)C=1SC2=C(N1)NC(=C2)C(=O)NC2CC[Si](CC2)(C)C